C1(CC1)C1=NNC(=C1)NC(CC1=NN(C=C1)C1=NC=CC(=C1)C)=O N-(3-cyclopropyl-1H-pyrazol-5-yl)-2-(1-(4-methylpyridin-2-yl)-1H-pyrazol-3-yl)acetamide